O[C@]1(CC2(OCCO2)CCC1)CNC=1C=C(C#N)C=CC1[N+](=O)[O-] |r| rac-3-(((7-hydroxy-1,4-dioxaspiro[4.5]decan-7-yl)methyl)amino)-4-nitrobenzonitrile